CC(C(=O)OC)(CC1C(NCC1)=O)NC([C@H](CC(C)C)NC(=O)OCCCCC)=O methyl 2-methyl-2-((S)-4-methyl-2-(((pentyloxy)carbonyl)amino) pentanamido)-3-(2-oxopyrrolidin-3-yl)propanoate